(+)-2-[(4-{[(methylcarbamoyl)amino]methyl}-1H-1,3-benzodiazol-2-yl)amino]-2-[3-(trifluoromethyl)phenyl]propyl 2,2-dimethylpropanoate CC(C(=O)OCC(C)(C1=CC(=CC=C1)C(F)(F)F)NC1=NC2=C(N1)C=CC=C2CNC(NC)=O)(C)C